(S)-2-(4-bromo-3-fluorophenyl)-1-(4-((5R,7S)-7-hydroxy-5-methyl-6,7-dihydro-5H-cyclopenta[d]pyrimidin-4-yl)piperazin-1-yl)-3-(tetrahydro-2H-pyran-4-ylamino)propan-1-one BrC1=C(C=C(C=C1)[C@H](C(=O)N1CCN(CC1)C=1C2=C(N=CN1)[C@H](C[C@H]2C)O)CNC2CCOCC2)F